C(C1=CC=CC=C1)OC(=O)N[C@H]1C(N(CC1)[C@H](C(=O)OC(C)(C)C)C(C)C)=O tert-butyl (S)-2-((R)-3-(((benzyloxy)carbonyl)amino)-2-oxopyrrolidin-1-yl)-3-methylbutanoate